chloro-N-(1-(5-(6-cyclobutyl-1H-7-azaindol-3-yl)-2-methoxypyridin-3-yl)ethyl)-2,6-dimethylpyrimidin-4-amine ClC=1C(=NC(=NC1C)C)NC(C)C=1C(=NC=C(C1)C1=CNC2=NC(=CC=C12)C1CCC1)OC